1-(cyclohexylmethyl)-N-(1-(vinylsulfonyl)piperidin-4-yl)-1H-pyrazolo[3,4-d]pyrimidin-6-amine C1(CCCCC1)CN1N=CC=2C1=NC(=NC2)NC2CCN(CC2)S(=O)(=O)C=C